[C@H](C)(CC)N1C=C(C=2C(=CC(=CC12)C1=CC(=C(C=C1)C#N)F)C(=O)NCC=1C(NC(=CC1C)C)=O)C (S)-1-(sec-butyl)-6-(4-cyano-3-fluorophenyl)-N-((4,6-dimethyl-2-oxo-1,2-dihydropyridin-3-yl)methyl)-3-methyl-1H-indole-4-carboxamide